4-(Trifluoromethyl)pyridazin-3(2H)-one FC(C=1C(NN=CC1)=O)(F)F